NC=1C=C(OCCCS(=O)(=O)O)C=CC1 3-(3-Aminophenoxy)Propane-1-sulfonic acid